NC1=NNC2=C1C(=NC=C2C2=NN(C=C2)CC(F)(F)F)C2=CC=C(CNC(C1=C(C=CC(=C1)F)OC)=O)C=C2 N-(4-(3-amino-7-(1-(2,2,2-trifluoroethyl)-1H-pyrazol-3-yl)-1H-pyrazolo[4,3-c]pyridin-4-yl)benzyl)-5-fluoro-2-methoxybenzamide